CN1N=CC(=N1)C=1C=CC(=C(C1)O)C1=CN=C(N=N1)N1C[C@@H](NCC1)C(C)C 5-(2-methyl-2H-1,2,3-triazol-4-yl)-2-{3-[(3S)-3-(propan-2-yl)piperazin-1-yl]-1,2,4-triazin-6-yl}phenol